[NH+]1=CC=CC=C1 (E)-Pyridinium